dibromo(1,5-cyclooctadiene) palladium (II) [Pd+2].BrC1=C(CCC=CCC1)Br